CC(C)(S(=O)(=O)C)C=1C=CC=2N(C1)N=CC2 6-(1-methyl-1-methylsulfonylethyl)pyrazolo[1,5-a]pyridine